7-((adamantan-1-yl)(methyl)amino)-N-(3-((2,6-dioxopiperidin-3-yl)amino)phenyl)heptylamide C12(CC3CC(CC(C1)C3)C2)N(C(CCCCCC[NH-])C2=CC(=CC=C2)NC2C(NC(CC2)=O)=O)C